1-(6-(4-(2-fluoro-5-hydroxyphenyl)-3-methyl-7-(1-methyl-1H-pyrazol-5-yl)-2-quinolinyl)-2,6-diazaspiro[3.4]octan-2-yl)-2-propen-1-one FC1=C(C=C(C=C1)O)C1=C(C(=NC2=CC(=CC=C12)C1=CC=NN1C)N1CC2(CN(C2)C(C=C)=O)CC1)C